C1=CC=C(C(=C1)NC2=CC=C(C=C2)O)[N+](=O)[O-] 2-nitro-4'-hydroxydiphenylamine